9-(2-Deoxy-2-fluoro-2-C-methyl-β-D-ribofuranosyl)-6-ethoxy-2-(monomethoxytritylamino)purine F[C@]1([C@@H](O[C@@H]([C@H]1O)CO)N1C2=NC(=NC(=C2N=C1)OCC)N(C(C1=CC=CC=C1)(C1=CC=CC=C1)C1=CC=CC=C1)OC)C